(3R)-3-(tert-Butoxycarbonylamino)-4-oxo-5-[[4-[5-(trifluoromethyl)-1,2,4-oxadiazol-3-yl]phenyl]methyl]-2,3-dihydro-1,5-benzothiazepine-7-Carboxylic acid methyl ester COC(=O)C=1C=CC2=C(N(C([C@H](CS2)NC(=O)OC(C)(C)C)=O)CC2=CC=C(C=C2)C2=NOC(=N2)C(F)(F)F)C1